ClC1=NC=C(C(=C1)N1CC(C1)C(C)(C)O)I 2-(1-(2-chloro-5-iodopyridin-4-yl)azetidin-3-yl)propan-2-ol